OC1(CC(=NO1)C1=CC=C(C=O)C=C1)C(F)(F)F 4-[5-hydroxy-5-(trifluoromethyl)-4,5-dihydro-1,2-oxazol-3-yl]-benzaldehyde